5-((2,3-difluoro-6-methoxybenzyl)oxy)-2-fluoro-4-methoxybenzene FC1=C(COC=2C(=CC(=CC2)F)OC)C(=CC=C1F)OC